methyl 4-bromo-1-methyl-pyrazole-3-carboxylate BrC=1C(=NN(C1)C)C(=O)OC